7-methylnaphthol CC1=CC=C2C=CC=C(C2=C1)O